C(C)(C)(C)OC(CN)=O glycine-tert.-butylester